2-(3-(4-(2-((2S,6R)-4-acetyl-2,6-dimethylpiperazin-1-yl)ethoxy)phenyl)ureido)-N-(4-(((2S,4R)-2-methyl-1-propionyl-1,2,3,4-tetrahydroquinolin-4-yl)amino)phenyl)acetamide C(C)(=O)N1C[C@@H](N([C@@H](C1)C)CCOC1=CC=C(C=C1)NC(NCC(=O)NC1=CC=C(C=C1)N[C@@H]1C[C@@H](N(C2=CC=CC=C12)C(CC)=O)C)=O)C